CN1C[C@H](CCC1)CN1CCCC1 (R)-1-(((S)-1-methylpiperidin-3-yl)methyl)pyrrolidin